2-(3-bromophenoxy)-9-(5-(4-(tert-butyl)phenyl)-4-methylpyridin-2-yl)-9H-carbazole BrC=1C=C(OC2=CC=3N(C4=CC=CC=C4C3C=C2)C2=NC=C(C(=C2)C)C2=CC=C(C=C2)C(C)(C)C)C=CC1